2-amino-N-((1r,4r)-4-methoxycyclohexyl)-5-(thiazol-5-yl)benzamide NC1=C(C(=O)NC2CCC(CC2)OC)C=C(C=C1)C1=CN=CS1